4-(difluoromethoxy)-N-((2-ethoxypyrazolo[1,5-b]pyridazin-3-yl)methyl)-3-fluorobenzamide FC(OC1=C(C=C(C(=O)NCC=2C(=NN3N=CC=CC32)OCC)C=C1)F)F